C(CCCCCCCCCCCCCCCC(=O)O)C(=O)O 1,16-hexadecanedicarboxylic acid